C(C)NC(CN(C)C)C ethyl-N,N-dimethylpropylenediamine